tert-butyl 4-[8-(2-hydroxy-2-methyl-propyl)-2-methylsulfonyl-7-oxo-pyrido[2,3-d]pyrimidin-6-yl]-8-methyl-2,3-dihydroquinoxaline-1-carboxylate OC(CN1C(C(=CC2=C1N=C(N=C2)S(=O)(=O)C)N2CCN(C1=C(C=CC=C21)C)C(=O)OC(C)(C)C)=O)(C)C